COC1=C(C=C(C=N1)C=1C=C2C(=NC=NC2=CC1)N[C@H](C(=O)N1CCN(CC1)C)C)[N+](=O)[O-] (S)-2-((6-(6-methoxy-5-nitropyridin-3-yl)quinazolin-4-yl)amino)-1-(4-methylpiperazin-1-yl)propan-1-one